C(CC)(=O)OC=1C=C2C(=CNC2=CC1)CCN(C)CC=C 3-(2-(allyl (methyl) amino) ethyl)-1H-indol-5-yl propionate